8-(3-bromo-5-(tert-butyl)phenyl)-9-(5-(tert-butyl)-[1,1'-biphenyl]-2-yl)-9H-purine BrC=1C=C(C=C(C1)C(C)(C)C)C=1N(C2=NC=NC=C2N1)C1=C(C=C(C=C1)C(C)(C)C)C1=CC=CC=C1